CN([C@@H](CC1=CC(=C(C(=O)NC)C=C1)F)CNC(=O)[C@H]1[C@](C1)(C1=CC=CC=C1)C)C 4-((S)-2-(dimethylamino)-3-((1R,2S)-2-methyl-2-phenylcyclopropane-1-carboxamido)-propyl)-2-fluoro-N-methylbenzamide